CN(C1=NC(NC=C1)=O)C 4-(dimethylamino)pyrimidin-2(1H)-one